CN(CCN(C)C)C N1,N1,N2,N2-tetramethylethan-1,2-diamine